1-((3aS,4R,5aR,11aR,11bR)-4-(aminomethyl)-2,2-dimethyloctahydro-4H,11H-[1,3]dioxolo[4',5':4,5]pyrano[2,3-b][1,4]oxazocin-11-yl)-2,2,2-trifluoroethan-1-one NC[C@@H]1[C@H]2[C@@H]([C@@H]3[C@H](OCCCCN3C(C(F)(F)F)=O)O1)OC(O2)(C)C